4-(difluoromethyl)-N-[4-fluoro-2-[(3S)-3,4-dimethylpiperazin-1-yl]-5-[2-[(2R)-2-methylmorpholin-4-yl]pyrimidin-5-yl]phenyl]-1-methyl-6-oxopyridine-3-carboxamide FC(C=1C(=CN(C(C1)=O)C)C(=O)NC1=C(C=C(C(=C1)C=1C=NC(=NC1)N1C[C@H](OCC1)C)F)N1C[C@@H](N(CC1)C)C)F